C(=O)(O)[C@H](O)[C@@H](O)C(=O)O.C1(CC1)C1=CNC=2N=C(N=C(C21)N[C@@H]2CC[C@@H](N(C2)C(C=C)=O)C)NC=2C=NN(C2)C ((2s,5r)-5-((5-cyclopropyl-2-((1-methyl-1H-pyrazol-4-yl)amino)-7H-pyrrolo[2,3-d]pyrimidin-4-yl)amino)-2-methylpiperidin-1-yl)prop-2-en-1-one L-tartrate